C(#N)C=1C=C(C=NC1OC)C=1C=C2C(=NC=NC2=CC1)N[C@H](C(=O)N(C)C)C[Se]C (R)-2-((6-(5-cyano-6-methoxy-3-pyridinyl)-4-quinazolinyl)amino)-N,N-dimethyl-3-(methylseleno)propionamide